FC=1C=CC(=C(C1)C(CC#N)=O)C 3-(5-fluoro-2-methylphenyl)-3-oxopropanenitrile